1-(1-(3-Chloro-4-((tetrahydro-2H-pyran-4-yl)oxy)pyridin-2-yl)piperidin-4-yl)-3-(pyridin-3-yl)urea ClC=1C(=NC=CC1OC1CCOCC1)N1CCC(CC1)NC(=O)NC=1C=NC=CC1